CC1(C(C1)C(=O)N)C1=CC=CC=C1 2-methyl-2-phenylcyclopropane-1-carboxamide